C1(CC1)N1CCN(CC1)C=1C=C2C(=NC1)N(C=N2)CC2=CC(=C(C=C2)OCC=2C=NC(=CC2)OC)OC 6-(4-Cyclopropylpiperazin-1-yl)-3-(3-methoxy-4-((6-methoxypyridin-3-yl)methoxy)benzyl)-3H-imidazo[4,5-b]pyridine